ClC1=C(C(=CC(=C1)OCOC)OCOC)C(=O)N1CC2=CC=CC(=C2C1)NC (2-Chloro-4,6-bis(methoxymethoxy)phenyl)(4-(methylamino)isoindolin-2-yl)methanone